4-vinylbenzamide C(=C)C1=CC=C(C(=O)N)C=C1